FC(OC1=CC=C(C=C1)C=1N=C2C(=NC1)N=CS2)F 6-(4-(difluoromethoxy)phenyl)thiazolo[4,5-b]pyrazine